(R)-3-acetamido-N-(1-methylpyrrolidin-3-yl)-2-oxo-1-(1-phenyl-1H-indol-6-yl)-1,2-dihydrothieno[2,3-b]pyrazine-6-carboxamide C(C)(=O)NC=1C(N(C2=C(N1)SC(=C2)C(=O)N[C@H]2CN(CC2)C)C2=CC=C1C=CN(C1=C2)C2=CC=CC=C2)=O